tert-butyl (15-(4-((5S)-3-(2,6-dioxopiperidin-3-yl)-2-oxooxazolidin-5-yl)phenyl)-3,6,9,12-tetraoxapentadecyl)carbamate O=C1NC(CCC1N1C(O[C@H](C1)C1=CC=C(C=C1)CCCOCCOCCOCCOCCNC(OC(C)(C)C)=O)=O)=O